(S)-2-methyl-N-((S and R)-(6-(trifluoromethyl)pyridin-3-yl)(2-(trifluoro-methyl)thiazol-4-yl)methyl)propane-2-sulfinamide CC(C)(C)[S@](=O)N[C@H](C=1N=C(SC1)C(F)(F)F)C=1C=NC(=CC1)C(F)(F)F |&1:7|